COC(C1=C(C=CC=C1)C1=NC(=NC=C1Cl)NC=1C=NN(C1)C1CCN(CC1)C)=O (5-chloro-2-((1-(1-methylpiperidin-4-yl)-1H-pyrazol-4-yl)amino)pyrimidin-4-yl)benzoic acid methyl ester